C1(=CC=C(C=C1)C1=C(C2=CC=CC=C2C=C1)N)C1=CC=CC=C1 [1,1'-biphenyl]-4-ylnaphthalene-1-amine